(±)-3-(7-Fluoro-1-methyl-6-(piperazin-1-yl)-1H-indazol-3-yl)piperidine-2,6-dione hydrochloride Cl.FC=1C(=CC=C2C(=NN(C12)C)[C@@H]1C(NC(CC1)=O)=O)N1CCNCC1 |r|